O1C=NCC=C1 4H-1,3-Oxazin